FC1=C(C=CC(=C1OC)F)[C@H]1[C@@H](C1)C=1C=NC(=NC1)C1=NC=CC=N1 trans-5-(2-(2,4-difluoro-3-methoxyphenyl)cyclopropyl)-2,2'-bipyrimidine